1,4-dibutylpyridinium cyanide [C-]#N.C(CCC)[N+]1=CC=C(C=C1)CCCC